(R)-5-(3-((cyclopropyl(methyl)amino)methyl)pyrrolidin-1-yl)-N-(8-fluoro-2-methylimidazo[1,2-a]pyridin-6-yl)pyrazine-2-carboxamide C1(CC1)N(C)C[C@@H]1CN(CC1)C=1N=CC(=NC1)C(=O)NC=1C=C(C=2N(C1)C=C(N2)C)F